1,1-Bis(4-maleimidophenyl)cyclohexan C1(C=CC(N1C1=CC=C(C=C1)C1(CCCCC1)C1=CC=C(C=C1)N1C(C=CC1=O)=O)=O)=O